(R)-N-(1-methyl-1H-pyrrolo[2,3-c]pyridin-7-yl)-N-(piperidin-3-yl)-4-(pyridin-2-yl)piperazine-1-carboxamide CN1C=CC=2C1=C(N=CC2)N(C(=O)N2CCN(CC2)C2=NC=CC=C2)[C@H]2CNCCC2